C1(=CC(=CC=C1)OC=1C=C(N)C=CC1)OC=1C=C(N)C=CC1 3,3'-(m-phenylenebis(oxy))dianiline